C(=O)(O)[C@H](O)[C@@H](O)C(=O)O.N[C@H]1[C@@H](CC[C@H](C2=NC=CC=C21)O)C2=C(C(=CC=C2)F)F (5S,6S,9R)-5-amino-6-(2,3-difluorophenyl)-6,7,8,9-tetrahydro-5H-cyclohepta[b]pyridin-9-ol L-tartrate